The molecule is azobenzene substituted at each of the phenyl 4-positions by an amino group. It has a role as a carcinogenic agent. It is a primary arylamine and a member of azobenzenes. It derives from an azobenzene. C1=CC(=CC=C1N)N=NC2=CC=C(C=C2)N